4-methoxy-11-azatricyclo[6.2.1.02,7]Undec-2,4,6,9-tetraene-11-carboxylic acid tert-butyl ester C(C)(C)(C)OC(=O)N1C2C3=CC(=CC=C3C1C=C2)OC